CN(C1=C(C=CC=C1)C1CCN(CC1)C1=NC(=NC2=CC=C(C=C12)N(CCO)C)C1(CC1)C)C 2-{[4-[4-(2-dimethylamino-phenyl)-piperidin-1-yl]-2-(1-methyl-cyclopropyl)-quinazolin-6-yl]-methyl-amino}-ethanol